CN1CC2(C(NCC3=C2N=CN=C3)=O)CCC1 1-methyl-5',6'-dihydro-7'H-spiro[piperidine-3,8'-pyrido[4,3-d]pyrimidin]-7'-one